(5R,8S)-N-(3,5-difluorophenyl)-1-fluoro-6,7,8,9-tetrahydro-5H-5,8-epiminocyclohepta[c]-pyridine-10-carboxamide FC=1C=C(C=C(C1)F)NC(=O)N1[C@@H]2CC[C@H]1CC=1C(=NC=CC12)F